3-((tetrahydro-2H-pyran-2-yl)oxy)butanoic acid O1C(CCCC1)OC(CC(=O)O)C